(difluoromethoxy)-4-isocyanatobenzene FC(OC1=CC=C(C=C1)N=C=O)F